N-(6-(1-acetyl-1,2,3,6-tetrahydropyridin-4-yl)-2,3-dihydrobenzofuran-3-yl)-4-amino-N-methyl-1,3-dihydrofuro[3,4-c]quinoline-8-carboxamide C(C)(=O)N1CCC(=CC1)C1=CC2=C(C(CO2)N(C(=O)C2=CC=3C4=C(C(=NC3C=C2)N)COC4)C)C=C1